C[C@H]1[C@@H](CN(C1)CC1=NC=CC=N1)C=1NC(C=2N(C1)C(=NC2)C2CCOCC2)=O trans-6-(4-methyl-1-pyrimidin-2-ylmethyl-pyrrolidin-3-yl)-3-(tetrahydro-pyran-4-yl)-7H-imidazo[1,5-a]pyrazin-8-one